FC(CC1=C(NC2=CC=C(C=C12)C1CCN(CC1)C(CN(C)C)=O)C1=CC(=NC(=C1)C)C)F 1-(4-(3-(2,2-difluoroethyl)-2-(2,6-dimethylpyridin-4-yl)-1H-indol-5-yl)piperidin-1-yl)-2-(dimethylamino)ethanone